C(C)C1=NOC2=C1C=C(C(=C2)OC)C2=C(C=CC(=C2OC)OC)S(=O)(=O)N (3-ethyl-6-methoxybenzo[d]isoxazol-5-yl)-3,4-dimethoxybenzenesulfonamide